5-(1-bromoethyl)-3-(4-methylphenyl)-1,2,4-oxadiazole BrC(C)C1=NC(=NO1)C1=CC=C(C=C1)C